Cl.NCC1CN(CC1)C(COC1(CCC1)OC(F)(F)F)=O 1-(3-(aminomethyl)pyrrolidin-1-yl)-2-(3-cis-(trifluoromethoxy)cyclobutoxy)ethanone HCl salt